C(=O)C1=CC=C(CNC(OC(C)(C)C)=O)C=C1 tert-butyl (4-formylbenzyl)-carbamate